4-(3-((dimethylamino)methyl)-3-methoxypyrrolidin-1-yl)-N-(6-fluoropyridin-2-yl)-3-(trifluoromethyl)benzenesulfonamide CN(C)CC1(CN(CC1)C1=C(C=C(C=C1)S(=O)(=O)NC1=NC(=CC=C1)F)C(F)(F)F)OC